(S)-4-(2,2-difluoro-7-((5-methoxy-7-methyl-1H-indol-4-yl)methyl)-7-azaspiro[3.5]nonan-6-yl)-2-fluorobenzoic acid FC1(CC2(C1)C[C@H](N(CC2)CC2=C1C=CNC1=C(C=C2OC)C)C2=CC(=C(C(=O)O)C=C2)F)F